C(CCCCCCCCCCCCCCCCC)(=O)OCC(OC(CCCCCCCCCCCCCCCCC)=O)CO Monoglycerol distearate